FC1=C2C=CN(C2=CC=C1F)C1CNCC1 4,5-Difluoro-1-(pyrrolidin-3-yl)-1H-indole